bromoxanthone BrC1=CC=CC=2OC3=CC=CC=C3C(C12)=O